C(C)(C)(C)C=1C=C(C=C(C1O)C(C)(C)C)CCCC(C(=O)NN)CCCCC1=CC(=C(C(=C1)C(C)(C)C)O)C(C)(C)C 2,3-Bis[[3-[3,5-di-tert-butyl-4-hydroxyphenyl]propyl]]propionohydrazid